CN1N(C(N(C1=O)C)=O)C1=CC2=CN(N=C2C=C1)C=1C=NC=CC1 1,4-dimethyl-2-[2-(3-pyridinyl)-2H-indazol-5-yl]-1,2,4-triazolidine-3,5-dione